FC1=CC(=C(C=C1F)C1=CC(=CC=C1)NC(=O)C=1C(N(C=C(C1)CNCC(C)C)CC(F)(F)F)=O)C1=NN=CN1C N-(4',5'-Difluoro-2'-(4-methyl-4H-1,2,4-triazol-3-yl)-[1,1'-biphenyl]-3-yl)-5-((isobutylamino)methyl)-2-oxo-1-(2,2,2-trifluoroethyl)-1,2-dihydropyridine-3-carboxamide